tert-butyl-N-(2-hydrazinylethyl)carbamate hydrochloride Cl.C(C)(C)(C)OC(NCCNN)=O